4-[(E)-2-[5,5,8,8-Tetramethyl-3-(1H-pyrazol-1-ylmethyl)-5,6,7,8-tetrahydronaphthalen-2-yl]vinyl]benzoic acid CC1(C=2C=C(C(=CC2C(CC1)(C)C)/C=C/C1=CC=C(C(=O)O)C=C1)CN1N=CC=C1)C